C(C1=CC=CC=C1)OC1=C(C=C2C(=NC=NC2=C1)OC1=CC(=C(C=C1)NC(=O)NC1=CC=CC2=C1OC1=C2C=CC=C1)Cl)OC 1-(4-((7-(benzyloxy)-6-methoxyquinazolin-4-yl)oxy)-2-chlorophenyl)-3-(dibenzo[b,d]furan-4-yl)urea